2,5-dimethylpyrrolinium CC=1[NH2+]C(CC1)C